tert-Butyl (3S)-3-((4-(2-(4-(3-ethyl-2-oxopyrrolidin-1-yl)-2,3-difluorophenoxy)pyridin-3-yl)pyrimidin-2-yl)amino)piperidine-1-carboxylate C(C)C1C(N(CC1)C1=C(C(=C(OC2=NC=CC=C2C2=NC(=NC=C2)N[C@@H]2CN(CCC2)C(=O)OC(C)(C)C)C=C1)F)F)=O